ClC[Al]CC(C)C chloromethyl-isobutylaluminum